(trifluoromethyl)benzo[b]thiophene-2-carboxamide FC(F)(F)C=1C2=C(SC1C(=O)N)C=CC=C2